C(C)(C)N1C=NN=C1 4-isopropyl-4H-1,2,4-triazole